C(C1=CC=CC=C1)OC(NCCCC[C@H](C(=O)N(CC=1SC=CC1)CC1=CC(=CC=C1)OC)NC(=O)OC(C)(C)C)=O benzyl{(5R)-5-[(tert-butoxycarbonyl)amino]-6-[(3-methoxybenzyl) (2-thienyl-methyl)amino]-6-oxohexyl}carbamate